C(#N)C1=C(C=CC(=N1)C(=O)NC)N1CCN(CC1)CC1=CC(=NC=C1)NC(=O)NCC 6-cyano-5-(4-((2-(3-ethylureido)pyridin-4-yl)methyl)piperazin-1-yl)-N-methylpicolinamide